[C@@H]1([C@H](O)C[C@@H](CO)O1)N1C=NC=2C(=O)NC(N)=NC12 3'-deoxy-guanosine